N-{[4-(methoxymethyl)cyclopent-1-en-1-yl]methylene}hydroxylamine COCC1CC=C(C1)C=NO